BrC1=C(SC=2N=NC(=CC21)Cl)C2CC1(CN(C1)C(=O)OC(C)(C)C)C2 tert-butyl 6-{5-bromo-3-chlorothieno[2,3-c]pyridazin-6-yl}-2-azaspiro[3.3]heptane-2-carboxylate